(2S,3R,4R,5S)-2-(hydroxymethyl)-1-(2-methoxyphenethyl)piperidine-3,4,5-triol OC[C@@H]1N(C[C@@H]([C@H]([C@@H]1O)O)O)CCC1=C(C=CC=C1)OC